N-hydroxypropyl-1,3-propanediamine OCCCNCCCN